1,1,3,3-tetrakis(3,5-di-t-butyl-4-hydroxyphenyl)propane ((2R,3S,5R)-5-(4-amino-2-chloro-7H-pyrrolo[2,3-d]pyrimidin-7-yl)-2-ethynyl-3-hydroxytetrahydrofuran-2-yl)methyl-octanoate NC=1C2=C(N=C(N1)Cl)N(C=C2)[C@H]2C[C@@H]([C@@](O2)(C#C)COC(CCCCCCC)=O)O.C(C)(C)(C)C=2C=C(C=C(C2O)C(C)(C)C)C(CC(C2=CC(=C(C(=C2)C(C)(C)C)O)C(C)(C)C)C2=CC(=C(C(=C2)C(C)(C)C)O)C(C)(C)C)C2=CC(=C(C(=C2)C(C)(C)C)O)C(C)(C)C